ClC=1C(=C(C=CC1)C1=CC=C(C(=O)N)C=C1)C1=CC=C2C(N(C(NC2=C1)=O)C1=CN=CC2=CC=CC=C12)=O 4-[3-chloro-2-[3-(4-isoquinolinyl)-2,4-dioxo-1H-quinazolin-7-yl]phenyl]benzamide